N-(4-(2-isopropoxypropan-2-yl)thiazol-2-yl)-1-((1-methyl-6-oxo-1,6-dihydropyridin-3-yl)methyl)-1H-pyrrole-2-carboxamide C(C)(C)OC(C)(C)C=1N=C(SC1)NC(=O)C=1N(C=CC1)CC1=CN(C(C=C1)=O)C